[C@H]12CN(C[C@H](CC1)N2)C=2C1=C(N=C(N2)OCC23CCCN3CCC2)C=C(C=N1)C1=CC(=CC2=CC=C(C(=C12)Cl)F)O 4-(4-((1R,5S)-3,8-Diazabicyclo[3.2.1]octan-3-yl)-2-((tetrahydro-1H-pyrrolizin-7a(5H)-yl)methoxy)pyrido[3,2-d]pyrimidin-7-yl)-5-chloro-6-fluoronaphthalen-2-ol